ClC1=CC(=C2CN(C(C2=C1)=O)CC)[C@H]1NCCC1 (S)-2-(6-chloro-2-ethyl-1-oxoisoindoline-4-yl)pyrrolidine